CN([C@@H](C(SSC[C@@H](C(=O)O)N)C(C=C)=O)C(=O)O)C N,N-dimethylacryloyl-cystine